FC(C(=O)O)(F)F.ClC1=C(C=CC(=C1)F)S(=O)(=O)NC=1C(=NC=C(C1)C=1C=CC=2N=CN=C(C2N1)N1CCNCC1)OC 2-chloro-4-fluoro-N-(2-methoxy-5-(4-(piperazin-1-yl)pyrido[3,2-d]pyrimidine-6-yl)pyridin-3-yl)benzenesulfonamide trifluoroacetate